C(C)(C)(C)OC(=O)N1CCC(CC1)C(NC1=C(C=CC=C1)C(N)=O)=O.BrCC1=CC=C(C=C1)C=1C=NC(=NC1)C(F)(F)F 5-[4-(Bromomethyl)phenyl]-2-(trifluoromethyl)pyrimidine tert-butyl-4-((2-carbamoylphenyl)carbamoyl)piperidine-1-carboxylate